isopropyl (3-(4,4,5,5-tetramethyl-1,3,2-dioxaborolan-2-yl)phenyl)carbamate CC1(OB(OC1(C)C)C=1C=C(C=CC1)NC(OC(C)C)=O)C